N6-Cyclopentyladenosine-5'-O-monophosphate P(=O)(O)(O)OC[C@@H]1[C@H]([C@H]([C@@H](O1)N1C=NC=2C(NC3CCCC3)=NC=NC12)O)O